Br.N[C@@H](C(=O)N1CCN(CC1)CC1=C(C(=CC=C1OCC)O)F)C1CCN(CC1)CCC1=CC=CC=C1 (R)-2-amino-1-(4-(6-ethoxy-2-fluoro-3-hydroxybenzyl)piperazin-1-yl)-2-(1-phenethylpiperidin-4-yl)ethan-1-one hydrobromide